tert-butyl N-{[5-(2,4-difluorophenyl)-1-(3-{[(propan-2-yl) sulfamoyl] amino} benzenesulfonyl)-1H-pyrrol-3-yl] methyl}-N-methylcarbamate FC1=C(C=CC(=C1)F)C1=CC(=CN1S(=O)(=O)C1=CC(=CC=C1)NS(NC(C)C)(=O)=O)CN(C(OC(C)(C)C)=O)C